(R)-1-(7-Fluoroisochroman-1-yl)-N-methylmethanamine FC1=CC=C2CCO[C@H](C2=C1)CNC